(S)-3-((7-bromo-8-fluoro-2-(((2R,7aS)-2-fluorotetrahydro-1H-pyrrolizin-7a(5H)-yl)methoxy)-6-(trifluoromethyl)quinazolin-4-yl)(methyl)amino)tetrahydrothiophene 1,1-dioxide BrC1=C(C=C2C(=NC(=NC2=C1F)OC[C@]12CCCN2C[C@@H](C1)F)N([C@@H]1CS(CC1)(=O)=O)C)C(F)(F)F